(3R,4S)-1-(tert-butoxycarbonyl)-3-fluoropiperidine-4-carboxylic acid C(C)(C)(C)OC(=O)N1C[C@@H]([C@@H](CC1)C(=O)O)F